C(#N)C=1C=C(C=CC1)\C=N\[S@](=O)C(C)(C)C (R)-N-[(E)-(3-cyanophenyl)methylene]-2-methyl-2-propanesulfinamide